CC1=NOC(=C1C1=CC=C2C=3N([C@H](COC31)C3=NC=CC=C3)C(=N2)NCCNC(OC(C)(C)C)=O)C tert-butyl (2-{[(4S)-7-(3,5-dimethylisoxazol-4-yl)-4-pyridin-2-yl-4,5-dihydroimidazo[1,5,4-de][1,4]benzoxazin-2-yl]amino}ethyl)carbamate